C(C)(C)(C)OC(=O)N(CCOCCOCCOCCOCC=CC(=O)[O-])C(=O)OC(C)(C)C 4-[2-[2-[2-[2-[bis(tert-butoxycarbonyl)amino]ethoxy] ethoxy]ethoxy] ethoxy]but-2-enoate